3-(7-fluoro-6-(4-(((3R,4S)-3-fluoropiperidin-4-yl)methyl)piperazin-1-yl)-1-methyl-1H-indazol-3-yl)piperidine-2,6-dione FC=1C(=CC=C2C(=NN(C12)C)C1C(NC(CC1)=O)=O)N1CCN(CC1)C[C@H]1[C@H](CNCC1)F